7-Chloro-1-(3-(piperidin-1-yl)propyl)isoquinoline ClC1=CC=C2C=CN=C(C2=C1)CCCN1CCCCC1